Cl.N[C@H](CC1=C(C2=NC(=CC(=C2S1)NCC=1OC=CC1)Cl)C1CC1)C 2-[(2S)-2-aminopropyl]-5-chloro-3-cyclopropyl-N-[(furan-2-yl)methyl]thieno[3,2-b]pyridin-7-amine hydrochloride